N-[(3S,4R)-4-Hydroxythiolan-3-yl]-2-(1-methyl-1H-pyrazol-4-yl)-6-[4-(trifluoromethoxy)phenyl]pyrimidin O[C@@H]1[C@@H](CSC1)N1C(N=CC=C1C1=CC=C(C=C1)OC(F)(F)F)C=1C=NN(C1)C